NC=1C2=C(N=CN1)N(C1=C2C=2C([C@@](CC1)(O)C)=C(ON2)C2CC2)C(C)C (R)-11-amino-3-cyclopropyl-7-isopropyl-4-methyl-4,5,6,7-tetrahydroisoxazolo[4'',3'':6',7']cyclohepta[1',2':4,5]pyrrolo[2,3-d]pyrimidin-4-ol